C(C1=CC=CC=C1)C1N(C(OC1)=O)C(CCCC(C)=O)=O 1-(4-benzyl-2-oxooxazolidin-3-yl)hexane-1,5-dione